BrCCCCCCCOC1=C(C=CC(=C1)C=1C=2N(C=C(C1)C=1C=NN(C1)CCO)N=CC2C#N)NC(OC(C)(C)C)=O tert-Butyl (2-((7-bromoheptyl)oxy)-4-(3-cyano-6-(1-(2-hydroxyethyl)-1H-pyrazol-4-yl)pyrazolo[1,5-a]pyridin-4-yl)phenyl)carbamate